N-methyl-N-[1-[2-pyrimidin-2-yl-5-(trifluoromethylsulfonyl)-1,2,4-triazol-3-yl]ethyl]-3,5-bis(trifluoromethyl)benzamide CN(C(C1=CC(=CC(=C1)C(F)(F)F)C(F)(F)F)=O)C(C)C=1N(N=C(N1)S(=O)(=O)C(F)(F)F)C1=NC=CC=N1